1-(4-Methyl-5-(2-(methylamino)-pyrimidin-4-yl)thiazol-2-yl)-3-(4-((4-methylpiperidin-1-yl)methyl)-3-(trifluoromethyl)phenyl)urea CC=1N=C(SC1C1=NC(=NC=C1)NC)NC(=O)NC1=CC(=C(C=C1)CN1CCC(CC1)C)C(F)(F)F